O=C1NC(CCC1N1C(C2=CC=C(C=C2C1=O)N1CCN(CC1)CCCN1CCN(CC1)C1=CC=C(OC=2C3=C(SC2C2=CC=C(C=C2)B(O)O)C=C(C=C3)O)C=C1)=O)=O (4-(3-(4-(4-(3-(4-(2-(2,6-dioxopiperidin-3-yl)-1,3-dioxoisoindolin-5-yl)piperazin-1-yl)propyl)piperazin-1-yl)phenoxy)-6-hydroxybenzo[b]thiophen-2-yl)phenyl)boronic acid